2-((4-((5-(1,6-dimethyl-1H-pyrazolo[3,4-b]pyridin-4-yl)-3-methyl-4,5,6,7-tetrahydro-1H-pyrazolo[4,3-c]pyridin-1-yl)methyl)bicyclo[2.2.2]oct-1-yl)amino)-1-(pyrrolidin-1-yl)ethanone CN1N=CC=2C1=NC(=CC2N2CC1=C(CC2)N(N=C1C)CC12CCC(CC1)(CC2)NCC(=O)N2CCCC2)C